C(#N)C1=C(N=C(S1)N(C1=C(N=C2SC(=CN21)C2CCN(CC2)C(=O)[O-])CC)C2CC2)C2=CC=C(C=C2)F 4-(5-((5-cyano-4-(4-fluorophenyl)thiazol-2-yl)(cyclopropyl)amino)-6-ethylimidazo[2,1-b]Thiazol-2-yl)piperidine-1-carboxylate